C1CCCOS1(=O)=O Butansulton